C(CCC)OCCC(=O)N(CC)CC 3-butoxy-N,N-diethylpropionamide